N1(CCOCC1)C(=O)C=1C=C(C=CC1)B(O)O [3-(morpholine-4-carbonyl)phenyl]boronic acid